(R)-N-((9-oxo-2-(1H-pyrazol-4-yl)-4,5,6,7,8,9-hexahydro-3-oxa-1-thia-5a,8-diazabenzo[cd]azulen-5-yl)methyl)cyclobutanecarboxamide O=C1NCCN2C=3C(=C(SC13)C=1C=NNC1)OC[C@H]2CNC(=O)C2CCC2